6'-methyl-2'-{[7-(8-methyl-2,3-dihydro-1H-pyrido[2,3-b][1,4]oxazin-7-yl)quinazolin-2-yl]amino}-5',6'-dihydrospiro[cyclopropane-1,4'-pyrazolo[1,5-d][1,4]diazepin]-7'(8'H)-one CN1C(CN2C(C3(C1)CC3)=CC(=N2)NC2=NC3=CC(=CC=C3C=N2)C2=C(C3=C(OCCN3)N=C2)C)=O